chlorine (ethoxy) Methyl ketone CC(=O)OCC.[Cl]